2-(1-methyl-1H-pyrazol-5-yl)-N-[1-(trifluoromethyl)cyclopropyl]Pyrido[3,4-d]Pyrimidin CN1N=CC=C1C1N=CC2=C(N1C1(CC1)C(F)(F)F)C=NC=C2